OC[C@@H]1CN(C(O1)=O)C1=CC=C2C=NC(=NC2=C1)NC1=C(C=C2CCN(CC2=C1)C)OC |r| (S and R)-5-(hydroxymethyl)-3-{2-[(6-methoxy-2-methyl-1,2,3,4-tetrahydroisoquinolin-7-yl)amino]quinazolin-7-yl}-1,3-oxazolidin-2-one